(E)-N-(2-chloro-5-(4-(4-(4-oxopent-2-enoyl)piperazin-1-yl)quinazolin-6-yl)pyridin-3-yl)-2,4,6-trifluoro-benzene-sulfonamide ClC1=NC=C(C=C1NS(=O)(=O)C1=C(C=C(C=C1F)F)F)C=1C=C2C(=NC=NC2=CC1)N1CCN(CC1)C(\C=C\C(C)=O)=O